C(C1=CC=CC=C1)OC(=O)N[C@H](C(=O)N[C@@H](CCC(=O)OC(C)(C)C)C(NC1=CC=C(C=C1)C(F)(F)F)=O)CC(=O)OC(C)(C)C tert-Butyl (S)-4-((S)-2-(((benzyloxy)carbonyl)amino)-4-(tert-butoxy)-4-oxobutanamido)-5-oxo-5-((4-(trifluoromethyl)phenyl)amino)pentanoate